1-[2-(3-hydroxy-4-methylbenzoyl)-2,8-diazaspiro[4.5]decan-8-yl]-4-(pyrrolidin-1-yl)but-2-en-1-one OC=1C=C(C(=O)N2CC3(CC2)CCN(CC3)C(C=CCN3CCCC3)=O)C=CC1C